7-Acetyl-1-methyl-4-(1-(4-(trifluoromethoxy)benzyl)piperidin-4-yl)-1,4-dihydropyrido[2,3-b]pyrazine-2,3-dione C(C)(=O)C1=CC2=C(N(C(C(N2C)=O)=O)C2CCN(CC2)CC2=CC=C(C=C2)OC(F)(F)F)N=C1